4-((3aS,4R,6aR)-4-(((isopropoxycarbonyloxy)methoxy)carbonyl)octahydropyrrolo[3,4-b]pyrrol-4-yl)butylboronic acid C(C)(C)OC(=O)OCOC(=O)[C@@]1(NC[C@@H]2NCC[C@@H]21)CCCCB(O)O